N-(6-(2-Hydroxypropan-2-yl)-1H-indazol-5-yl)-6-(trifluoromethyl)picolinamide OC(C)(C)C1=C(C=C2C=NNC2=C1)NC(C1=NC(=CC=C1)C(F)(F)F)=O